silver-erbium [Er].[Ag]